7-((5-(4-hydroxypiperidin-1-yl)-3-methoxypyridin-2-yl)amino)-4-(1-methyl-1H-pyrrolo[2,3-b]pyridin-4-yl)isoindolin-1-one OC1CCN(CC1)C=1C=C(C(=NC1)NC=1C=CC(=C2CNC(C12)=O)C1=C2C(=NC=C1)N(C=C2)C)OC